C(#C)C1=C2C(=CC(=CC2=CC=C1F)O)C1=C(C=2N=C(N=C(C2C=N1)N1CCOCCC1)OC[C@@H]1N(CCC1)C)F (R)-5-ethynyl-6-fluoro-4-(8-fluoro-2-((1-methylpyrrolidin-2-yl)methoxy)-4-(1,4-oxaazepan-4-yl)pyrido[4,3-d]pyrimidin-7-yl)naphthalen-2-ol